2-chloro-9-cyclopentyl-N-(2-(3-(dimethylamino)-1H-pyrazol-1-yl)benzyl)-9H-purin-6-amine ClC1=NC(=C2N=CN(C2=N1)C1CCCC1)NCC1=C(C=CC=C1)N1N=C(C=C1)N(C)C